CC1(OB(OC1(C)C)C1=CC=C(C=C1)O)C p-(4,4,5,5-tetramethyl-1,3,2-dioxaborolan-2-yl)phenol